O=C1OCC(O1)=CCOCCC#N 3-(2-(2-oxo-1,3-dioxolan-4-ylidene)ethoxy)propanenitrile